FC1=C(COC=2C=C(C=CC2)NC(OC(C)(C)C)=O)C=CC(=C1C=O)C tert-Butyl (3-((2-fluoro-3-formyl-4-methylbenzyl)oxy)phenyl)carbamate